N1(CCCCC1)C1=NC=NO1 5-(piperidin-1-yl)-1,2,4-oxadiazole